C1(=CC=C(C=C1)C=1C(OC2(C1)CC1(CCCCC1)CO2)=O)C 3-(p-tolyl)-1,14-dioxadispiro[4.1.57.25]tetradec-3-en-2-one